FCCC(C)S(=O)(=O)C1=CC=C(C=C1)C=1N=CC(=NC1)N 5-(4-(4-fluorobutan-2-ylsulfonyl)phenyl)pyrazin-2-amine